N1(CCC1)C1=NC=C(C2=CC(=NC=C12)Cl)Br 1-(azetidin-1-yl)-4-bromo-6-chloro-2,7-naphthyridine